6-ethyl-5,7-dihydropyrrolo[3,4-c]pyridazin-3-amine C(C)N1CC=2N=NC(=CC2C1)N